OCCOCCCC1=C(C=CC(=C1)C)S(=O)(=O)N1[C@@H](CCC1)C(=O)OC(C)(C)C tert-butyl ((2-(3-(2-hydroxyethoxy)propyl)-4-methylphenyl)sulfonyl)-L-prolinate